FC=1C=C(C=C(C1)F)C1(CC1)N 1-(3,5-difluorophenyl)cyclopropan-1-amine